C(C1=CC=CC=C1)SC1=NC(=CC(=C1)C(=O)OC)Cl Methyl 2-benzylthio-6-chloropyridine-4-carboxylate